(S)-2-(2,5-difluoro-4-(6-((2-fluoro-4-((1-methyl-1H-pyrazol-4-yl)ethynyl)benzyl)oxy)pyridin-2-yl)benzyl)-4-fluoro-1-(oxetan-2-ylmethyl)-1H-benzo[d]imidazole-6-carboxylic acid FC1=C(CC2=NC3=C(N2C[C@H]2OCC2)C=C(C=C3F)C(=O)O)C=C(C(=C1)C1=NC(=CC=C1)OCC1=C(C=C(C=C1)C#CC=1C=NN(C1)C)F)F